ClC=1C=C(C=C(C1N1CCN(CC1)CC)F)NC(=O)C=1C(NC=CC1NC1=C(C2=C(OCCN2)N=C1)C)=O N-(3-chloro-4-(4-ethylpiperazin-1-yl)-5-fluorophenyl)-4-((8-methyl-2,3-dihydro-1H-pyrido[2,3-b][1,4]oxazin-7-yl)amino)-2-oxo-1,2-dihydropyridine-3-carboxamide